O=C1NCC=2C=CC=C(C12)C=O 3-OXO-1,3-DIHYDRO-ISOINDOLE-4-CARBALDEHYDE